OCCOC(C=CC1=CC=C(C=C1)C(C1=CC=CC=C1)=O)=O 4-benzoyl-cinnamic acid 2-hydroxyethyl ester